CC1=C(C(=NC=C1)C(=O)N)C(F)(F)F methyl-3-(trifluoromethyl)pyridine-2-carboxamide